C[Si](C)(C)CCOCCl (trimethylsilyl)ethoxymethyl chloride